C/C(=C/CC(C(=O)OCC(C1=NC(=NO1)C)NC1=NC=NC2=C(C=C(C=C12)C1=NC=C(C=N1)C)OC)C)/CCCC(=C)C 2-((8-methoxy-6-(5-methylpyrimidin-2-yl)quinazolin-4-yl)amino)-2-(3-methyl-1,2,4-Oxadiazol-5-yl)ethan-1-ol (Z)-3,7-dimethyl-2,7-octadienylpropionate